C[C@@H]1N(CC[C@H]2[C@@H](CCC[C@H]12)[C@@H](C(F)(F)F)O)C(CC1=C2C(=NNC2=C(C=C1Cl)F)Cl)=O 1-[(1S,4aR,5R,8aS)-1-methyl-5-[(1S)-2,2,2-trifluoro-1-hydroxy-ethyl]-3,4,4a,5,6,7,8,8a-octahydro-1H-isoquinolin-2-yl]-2-(3,5-dichloro-7-fluoro-1H-indazol-4-yl)ethanone